CCCCCC(CO)CO 2-n-pentylpropane-1,3-diol